ClC1=NC(=C(C=C1C(=O)C(C(=O)OCC)=CNC(C)C)F)Cl ethyl 2-(2,6-dichloro-5-fluoropyridine-3-carbonyl)-3-[(propan-2-yl)amino]prop-2-enoate